3-[(3-fluoropyridin-2-yl)methoxy]-4-methyl-5-(4,4,5,5-tetramethyl-1,3,2-dioxaborolan-2-yl)pyridine FC=1C(=NC=CC1)COC=1C=NC=C(C1C)B1OC(C(O1)(C)C)(C)C